tert-butyl 7-((3-(2,6-dioxopiperidin-3-yl)-1-methyl-1H-indazol-6-yl) amino)-2-azaspiro[3.5]nonane-2-carboxylate O=C1NC(CCC1C1=NN(C2=CC(=CC=C12)NC1CCC2(CN(C2)C(=O)OC(C)(C)C)CC1)C)=O